FC=1C=CC=2C[C@]3(C[C@H](CC3)NS(=O)(=O)CC)C=3OC=C(COC4=CC=CC=C4C1C2)N3 N-[(1'S,14R)-19-fluorospiro[8,12-dioxa-21-azatetracyclo[14.3.1.110,13.02,7]henicosa-1(19),2,4,6,10,13(21),16(20),17-octaene-14,3'-cyclopentane]-1'-yl]ethanesulfonamide